4-methyl-3-[2-[3-methyl-5-(1-piperidylsulfonyl)indol-1-yl]propanoylamino]benzamide CC1=C(C=C(C(=O)N)C=C1)NC(C(C)N1C=C(C2=CC(=CC=C12)S(=O)(=O)N1CCCCC1)C)=O